FC1=C(OC=2C=NC=3CCN(CC3C2)C2=C(C=CC=N2)C)C=CC=C1 6-[3-(2-fluorophenoxy)-7,8-dihydro-5H-1,6-naphthyridin-6-yl]-5-methyl-pyridine